O=C1NC(CCC1N1C(C2=CC=C(C=C2C1)C1(CC=2C(=CN=C(C2)C(F)(F)F)N1C(=O)N)COC)=O)=O (2-(2,6-dioxopiperidin-3-yl)-1-oxoisoindolin-5-yl)-2-(methoxymethyl)-5-(trifluoromethyl)-2,3-dihydro-1H-pyrrolo[2,3-c]pyridine-1-carboxamide